3-[3-(2,6-dimethyl-4-pyridyl)-5-[(1-methyl-2-oxo-4-piperidyl)amino]pyrazolo[1,5-a]pyrimidin-2-yl]benzonitrile CC1=NC(=CC(=C1)C=1C(=NN2C1N=C(C=C2)NC2CC(N(CC2)C)=O)C=2C=C(C#N)C=CC2)C